2-([1,1'-biphenyl]-2-oxy)acrylic acid ethyl ester C(C)OC(C(=C)OC=1C(=CC=CC1)C1=CC=CC=C1)=O